FC1(CCN(CC1)CCNC(C1=CC(=C(C=C1)F)NC1=NN(C2=NC(=NC=C21)NC=2C=NN(C2)C)C)=O)F N-(2-(4,4-difluoropiperidin-1-yl)ethyl)-4-fluoro-3-((1-methyl-6-((1-methyl-1H-pyrazol-4-yl)amino)-1H-pyrazolo[3,4-d]pyrimidin-3-yl)amino)benzamide